N1C=C(C2=CC=CC=C12)CC(CCCC)NC(=O)C1=CN=C(S1)N1CC=2C(CC1)=NN(C2)C N-[1-(1H-indol-3-ylmethyl)pentyl]-2-(2-methyl-6,7-dihydro-4H-pyrazolo[4,3-c]pyridin-5-yl)thiazole-5-carboxamide